The molecule is the hydrochloride salt of (R)-cyclopentolate. It is a cyclopentolate hydrochloride and a hydrochloride. It contains a (R)-cyclopentolate. It is an enantiomer of a (S)-cyclopentolate hydrochloride. CN(C)CCOC(=O)[C@H](C1=CC=CC=C1)C2(CCCC2)O.Cl